tert-butyl 6-[3-carbamoyl-2-(4-phenoxyphenyl)-2H-pyrazolo[4,3-b]pyridin-7-yl]-3,6-diazabicyclo[3.1.1]heptane-3-carboxylate C(N)(=O)C=1N(N=C2C1N=CC=C2N2C1CN(CC2C1)C(=O)OC(C)(C)C)C1=CC=C(C=C1)OC1=CC=CC=C1